imidazo[1,2-d]pyrazine-8-carboxamide N=1C=CN2C=CN=C(C21)C(=O)N